C(CCCCC)(=O)OC(C(CBr)(C)C)(Br)Br tribromoneopentyl hexanoate